CNC=1N=CC=2N(C=3C=CC=CC3C2N1)CC(F)(F)F N-methyl-5-(2,2,2-trifluoroethyl)pyrimido[5,4-b]indol-2-amine